C1(CCC(CC1)C(=O)[O-])C(=O)OC methyl cyclohexane-1,4-dicarboxylate